F[C@H]1CN(CC[C@@H]1NC(=O)C1=CC(=CC=2N(C=NC21)CC(F)(F)F)C#CCNC=2C(OC)=CC=C(C2)S(=O)(=O)C)C N-[(3S,4S)-3-fluoro-1-methyl-4-piperidyl]-6-[3-(4-mesyl-2-anisidino)-1-propynyl]-1-(2,2,2-trifluoroethyl)-1H-benzo[d]imidazole-4-carboxamide